tert-butyl (S)-3-(3-(6-(6-(1-((1-(trifluoromethyl)cyclopropyl)methyl)-1H-pyrazol-4-yl)picolinamido)pyridin-3-yl)-1,2,4-oxadiazol-5-yl)piperidine-1-carboxylate FC(C1(CC1)CN1N=CC(=C1)C1=CC=CC(=N1)C(=O)NC1=CC=C(C=N1)C1=NOC(=N1)[C@@H]1CN(CCC1)C(=O)OC(C)(C)C)(F)F